N-(4-bromo-2-carbamoyl-6-methyl-phenyl)-2-(2,2-difluoroethyl)-5-[[5-[4-(trifluoromethyl)phenyl]tetrazol-2-yl]methyl]pyrazole-3-carboxamide BrC1=CC(=C(C(=C1)C)NC(=O)C=1N(N=C(C1)CN1N=C(N=N1)C1=CC=C(C=C1)C(F)(F)F)CC(F)F)C(N)=O